2,3-diethyl-9,10-bis(isobutoxycarbonyl)anthracene C(C)C1=CC2=C(C3=CC=CC=C3C(=C2C=C1CC)C(=O)OCC(C)C)C(=O)OCC(C)C